C1C(CC2=CC=CC=C12)NC(=O)C=1C(=NC=CN1)NC(=O)N1CCC(CC1)CNC(OC(C)(C)C)=O tert-butyl ((1-((3-((2,3-dihydro-1H-inden-2-yl)carbamoyl)pyrazin-2-yl)carbamoyl)piperidin-4-yl)methyl)carbamate